N-(5-(4-(6-aminopyridazin-3-yl)butyl)-1,3,4-selenadiazol-2-yl)-2-(pyridin-2-yl)acetamide dithioldisuccinate S1SC(C(=C1)C(CC(=O)O)C(=O)O)C(CC(=O)O)C(=O)O.NC1=CC=C(N=N1)CCCCC1=NN=C([Se]1)NC(CC1=NC=CC=C1)=O